1-isopropyl-3-methoxy-1H-benzo[g]indazol-5-ol C(C)(C)N1N=C(C2=CC(=C3C(=C12)C=CC=C3)O)OC